C(CCCCCCCCCCCCC)C(C)CCCCCCCCCCCCCC 2-tetradecylhexadecan